N-[5-(1H-benzimidazol-2-yl)-1H-pyrazol-3-yl]-6-[(3S,4S)-3,4-dihydroxy-pyrrolidin-1-yl]pyridine-3-carboxamide N1C(=NC2=C1C=CC=C2)C2=CC(=NN2)NC(=O)C=2C=NC(=CC2)N2C[C@@H]([C@H](C2)O)O